C(C)C1(CC2=CC(=CC(=C2CC1)CC)CC)CC 2,2,5,7-tetraethyltetraline